BrC1=CC=CC2=C1CN(CCN2C2=NC=1N(C3=CC=CC(=C23)F)C(=NN1)C)C 5-(6-bromo-4-methyl-3,5-dihydro-2H-1,4-benzodiazepin-1-yl)-6-fluoro-1-methyl-[1,2,4]triazolo[4,3-a]quinazoline